2-hydroxy-5-{[2-(1-methylpyrazol-4-yl)-4-pyridyl]oxy}benzamide OC1=C(C(=O)N)C=C(C=C1)OC1=CC(=NC=C1)C=1C=NN(C1)C